3-(4-{4-[(2R)-1-(3-methoxy-4-nitrobenzoyl)piperidin-2-yl]but-1-yn-1-yl}-1-oxo-3H-isoindol-2-yl)piperidine-2,6-dione COC=1C=C(C(=O)N2[C@H](CCCC2)CCC#CC2=C3CN(C(C3=CC=C2)=O)C2C(NC(CC2)=O)=O)C=CC1[N+](=O)[O-]